N1(C=NC=C1)C1=CC(=CC(=N1)C(=O)NC1=CC(=NC=C1)C(F)(F)F)OCC1CCOCC1 6-(1H-imidazol-1-yl)-4-((tetrahydro-2H-pyran-4-yl)methoxy)-N-(2-(trifluoromethyl)pyridin-4-yl)picolinamide